(1-(3-fluoro-2'-(methylsulfonyl)-[1,1'-biphenyl]-4-yl)-2-oxopiperidin-3-yl)-3-(4-(methylsulfonyl)phenyl)urea FC=1C=C(C=CC1N1C(C(CCC1)NC(=O)NC1=CC=C(C=C1)S(=O)(=O)C)=O)C1=C(C=CC=C1)S(=O)(=O)C